C(C1=CC=CC=C1)N[C@@H](CC1=CC=C(C=C1)O)C(=O)O N-Benzyl-L-Tyrosine